3-amino-5-bromo-6-fluorobenzo[d]isoxazole-7-carboxylic acid NC1=NOC2=C1C=C(C(=C2C(=O)O)F)Br